BrC=1C=C(C=C(C1)Br)NC(NC1=C(C(=O)N)C=CC=C1)=O 2-[3-(3,5-dibromophenyl)ureido]benzamide